CC=1OC=CN1 (methyl)oxazol